tert-butyl (2-chloro-4-(difluoromethyl)thiophen-3-yl)carbamate ClC=1SC=C(C1NC(OC(C)(C)C)=O)C(F)F